4-phenyl-6-amino-5-cyano-2-methyl-1,4-dihydropyridine-3-carboxylic acid ethyl ester C(C)OC(=O)C1=C(NC(=C(C1C1=CC=CC=C1)C#N)N)C